COCC1OC2=C(CNC1)C=CC=C2 2-(Methoxymethyl)-2,3,4,5-tetrahydrobenzo[f][1,4]oxazepine